1-(2,5-difluoropyridin-3-yl)ethyl (4-(5-(2-(3-chlorophenyl)pyrimidine-5-carboxamido)pyridin-2-yl)-1-methyl-1H-1,2,3-triazol-5-yl)carbamate ClC=1C=C(C=CC1)C1=NC=C(C=N1)C(=O)NC=1C=CC(=NC1)C=1N=NN(C1NC(OC(C)C=1C(=NC=C(C1)F)F)=O)C